1,4-diaminobutane dihydrochloride Cl.Cl.NCCCCN